CN(C)CC=1C=2C=C3C(=NC2C=CC1OCCCCCOC1=CC=C(C(=O)N)C=C1)C1=CC2=C(C(N1C3)=O)COC([C@]2(O)CC)=O 4-((5-(((S)-10-((dimethylamino)methyl)-4-ethyl-4-hydroxy-3,14-dioxo-3,4,12,14-tetrahydro-1H-pyrano[3',4':6,7]indolizino[1,2-b]quinolin-9-yl)oxy)pentyl)oxy)benzamide